ClC=1C(N(N=CC1Cl)C1=CC=C(C=C1)F)=O 4,5-dichloro-2-(4-fluorophenyl)pyridazin-3(2H)-one